C(=O)C1=C(C=C(C=C1)N1CCN(CC1)C(=O)OC(C)(C)C)C(=O)OC tert-butyl 4-(4-formyl-3-methoxy-carbonylphenyl)piperazine-1-carboxylate